C1(CC1)C=1N=NN(C1)[C@H](C(=O)N1[C@@H](C[C@H](C1)O)C(=O)NC1CNC(CC12CCC2)=O)C(C)(C)C (2S,4R)-1-[(2S)-2-(4-cyclopropyltriazol-1-yl)-3,3-dimethyl-butanoyl]-4-hydroxy-N-(6-oxo-7-azaspiro[3.5]nonan-9-yl)pyrrolidine-2-carboxamide